(S)-5-(3-(Aminomethyl)pyrrolidin-1-yl)-N-(2,8-dimethylimidazo[1,2-a]pyrazin-6-yl)pyrazine-2-carboxamide NC[C@H]1CN(CC1)C=1N=CC(=NC1)C(=O)NC=1N=C(C=2N(C1)C=C(N2)C)C